1,4-dibutoxybut-2-ene C(CCC)OCC=CCOCCCC